pyrrolo[1,2-a]pyrazine-6-carboxamide trifluoroacetate FC(C(=O)O)(F)F.C=1C=2N(C=CN1)C(=CC2)C(=O)N